ClC1=C(OC[C@@H](CO)O)C=CC(=C1)C(C)(C)C1=CC(=C(C=C1)OC[C@@H](CCl)O)Cl (R)-3-(2-chloro-4-(2-(3-chloro-4-((S)-3-chloro-2-hydroxypropoxy)phenyl)propan-2-yl)phenoxy)propane-1,2-diol